1-(3-iodophenyl)ethan-1-one IC=1C=C(C=CC1)C(C)=O